C(C)C=1C=C2CCN(CC2=CC1)S(=O)(=O)C=1C=CC(=C(CO)C1)OCC1CCOCC1 5-((6-ethyl-3,4-dihydroisoquinolin-2(1H)-yl)sulfonyl)-2-((tetrahydro-2H-pyran-4-yl)methoxy)benzyl alcohol